tert-Butyl (3S,3'R)-3-methoxy-[1,3'-bipyrrolidine]-1'-carboxylate CO[C@@H]1CN(CC1)[C@H]1CN(CC1)C(=O)OC(C)(C)C